ClC1=NC2=CC=C(C=C2C=C1)Cl 2,6-Dichloroquinolin